p-trifluoromethylbenzenethiol FC(C1=CC=C(C=C1)S)(F)F